CC=1C(=NC=CC1)O[C@@H]1CN(CC1)C1=C(C=C(C=C1)C1=CC=CC=C1)CO (S)-(4-(3-(3-methylpyridin-2-yloxy)pyrrolidin-1-yl)biphenyl-3-yl)methanol